3-(difluoromethoxy)-4-(3-methyl-4-methanesulfonyl-phenyl)-1H-pyrazolo[3,4-c]pyridine-5-carboxamide FC(OC1=NNC2=CN=C(C(=C21)C2=CC(=C(C=C2)S(=O)(=O)C)C)C(=O)N)F